C1N(CC=2C=NC=CC21)C(=O)NCC2CC21CCN(CC1)C(=O)OCC ethyl 2-[(1,3-dihydropyrrolo[3,4-c]pyridine-2-carbonylamino)methyl]-6-azaspiro[2.5]octane-6-carboxylate